1-(3-Chloropyridin-2-yl)-3-[5-(trifluoromethyl)-1H-tetrazol-1-yl]-1H-pyrazole-5-carboxylic acid ClC=1C(=NC=CC1)N1N=C(C=C1C(=O)O)N1N=NN=C1C(F)(F)F